C(C=CCCCCCCCCCCCCCCC)(=O)[O-].C(CCCCCCCCCCCCCCCCC)(=O)O.[Na+] sodium stearate (octadecenoate)